N-(1-phenylethyl)methanesulfonamide C1(=CC=CC=C1)C(C)NS(=O)(=O)C